FC=1C=C2C=NC(=NC2=CC1C1=C(C2=C(OCCN2)N=C1)C)NC1=CC=C(C=C1)[C@@H](C)S(=O)(=O)C |o1:29| (R or S)-6-fluoro-7-(8-methyl-2,3-dihydro-1H-pyrido[2,3-b][1,4]oxazin-7-yl)-N-{4-[1-(methylsulfonyl)ethyl]phenyl}quinazolin-2-amine